(methoxymethylene)-2,2-dimethyl-1,3-dioxane COC=C1OC(OCC1)(C)C